6-(2,7-Dimethyl-2H-indazol-5-yl)-4-fluoro-N-methyl-N-(2,2,6,6-tetramethylpiperidin-4-yl)-1,3-benzothiazol-2-amin CN1N=C2C(=CC(=CC2=C1)C1=CC2=C(N=C(S2)N(C2CC(NC(C2)(C)C)(C)C)C)C(=C1)F)C